[C@H]12[C@@H]3C(NC([C@@H]3[C@H](C(C1)=O)CC2)=O)=O (1R,2S,6R,7R)-4-azatricyclo[5.2.2.02,6]undecane-3,5,8-trione